ClC=1C=C(C=CC1C#N)[C@@H](NC(=O)N1[C@@H](C(NCC1)=O)C)C=1C=NC(=C(C1)Cl)C(F)(F)F (2R)-N-((R)-(3-chloro-4-cyanophenyl)(5-chloro-6-(trifluoromethyl)pyridin-3-yl)methyl)-2-methyl-3-oxopiperazine-1-carboxamide